N1=CC=C(C=C1)C1=CN=C2SC(=NN21)NCC=2SC=CC2 5-(4-pyridyl)-N-(2-thienylmethyl)imidazo[2,1-b][1,3,4]thiadiazol-2-amine